6-[(4,4-Diphenyl-cyclohexyloxy)-hydroxy-phosphoryloxy]-hexanoyl-(Phosphol) C1(=CC=CC=C1)C1(CCC(CC1)OP(=O)(OCCCCCC(=O)C=1PC=CC1)O)C1=CC=CC=C1